[C].[Si].C(C)OC(CO)OCC 2,2-Diethoxyethanol silicon carbon